O=C1NC(CCC1N1C(C2=CC=C(C=C2C1=O)OCCCCCN(C([O-])=O)C1=CC2=C(N=C(S2)C2=CC=C(C=C2)C=2C=NC(=CC2)N(C)C)C=C1)=O)=O N-[5-[2-[2,6-bis(oxo)piperidin-3-yl]-1,3-bis(oxo)isoindol-5-yl]oxypentyl]-N-[2-[4-[6-(dimethylamino)pyridin-3-yl]phenyl]-1,3-benzothiazol-6-yl]carbamate